2-(1-(5,8-dioxaspiro[3.4]oct-2-yl)-1H-pyrazol-4-yl)-8-chloro-7-((2-methyl-1H-benzo[d]imidazol-6-yl)oxy)quinoxaline C1C(CC12OCCO2)N2N=CC(=C2)C2=NC1=C(C(=CC=C1N=C2)OC=2C=CC1=C(NC(=N1)C)C2)Cl